CC(=CCCP(OC)(OC)=O)C Dimethyl (4-methylpent-3-en-1-yl)phosphonate